FC1=C(C=C(C=C1F)F)C=1C=CC=C2C=C(C=NC12)C(=O)O 8-(2,3,5-trifluorophenyl)quinoline-3-carboxylic acid